Methyl (S)-4-(4-(3-amino-6-chloropyridazin-4-yl)morpholin-2-yl)-2,5-dimethylbenzoate NC=1N=NC(=CC1N1C[C@@H](OCC1)C1=CC(=C(C(=O)OC)C=C1C)C)Cl